C(C)(C)(C)OC(=O)N1C(CCCC1)C1=NC(=CC=C1)OCC=1N=NC(=CC1)C (6-((6-methylpyridazin-3-yl)methoxy)pyridin-2-yl)piperidine-1-carboxylic acid tert-butyl ester